COC1=C(C=C(C(=C1)N1CCC2(CC1)CCN(CC2)C)[N+](=O)[O-])NC2=NC=C(C(=N2)C2=CN(C1=CC=CC=C21)C)C(=O)OC(C)C Isopropyl 2-((2-methoxy-4-(9-methyl-3,9-diazaspiro[5.5]undecan-3-yl)-5-nitrophenyl)amino)-4-(1-methyl-1H-indol-3-yl)pyrimidine-5-carboxylate